3-(3-methoxyphenoxy)phenethylamine COC=1C=C(OC=2C=C(CCN)C=CC2)C=CC1